N-[3-(3-amino-1,2,4-triazin-5-yl)-4-fluorophenyl]-1-pyrrolidinecarboxamide NC=1N=NC=C(N1)C=1C=C(C=CC1F)NC(=O)N1CCCC1